C1(=CC=CC=C1)C=1N=C(NC1)C1N(CCCC1)C(CSC(F)(F)F)=O 1-(2-(4-phenyl-1H-imidazol-2-yl)piperidin-1-yl)-2-((trifluoromethyl)thio)ethan-1-one